S1C=CC=2OCC(CC21)N(C(OC(C)(C)C)=O)C tert-butyl N-(6,7-dihydro-5H-thieno[3,2-b]pyran-6-yl)-N-methyl-carbamate